N-[3-({2-[(3-chloro-1-methyl-1H-pyrazol-4-yl)amino]-5-[4-(trifluoromethyl)phenyl]pyrimidin-4-yl}amino)-4-fluorophenyl]prop-2-enamide ClC1=NN(C=C1NC1=NC=C(C(=N1)NC=1C=C(C=CC1F)NC(C=C)=O)C1=CC=C(C=C1)C(F)(F)F)C